tert-butyl (3S,4S)-4-[1-(2,6-dibenzyloxy-3-pyridyl)-3-ethyl-2-oxo-benzimidazol-5-yl]-3-fluoro-piperidine-1-carboxylate C(C1=CC=CC=C1)OC1=NC(=CC=C1N1C(N(C2=C1C=CC(=C2)[C@H]2[C@@H](CN(CC2)C(=O)OC(C)(C)C)F)CC)=O)OCC2=CC=CC=C2